6,9-diamino-2-ethoxyacridine monohydrate lactate C(C(O)C)(=O)O.O.NC=1C=C2N=C3C=CC(=CC3=C(C2=CC1)N)OCC